N[C@](C(=O)OC(C)C)(CC(C)(C)C)C1=CC=C(C=C1)C(F)(F)F isopropyl (R)-2-amino-4,4-dimethyl-2-(4-(trifluoromethyl)phenyl)pentanoate